O1C(OC2=C1C=CC(=C2)[C@H](CNC=2C=C(C=CC2Cl)[C@@H](CC(=O)O)C2CC2)[C@H](C(F)(F)F)C)([2H])[2H] (S)-3-(3-((2R,3R)-2-(benzo[d][1,3]dioxolan-5-yl-2,2-d2)-4,4,4-Trifluoro-3-methylbutanylamino)-4-chlorophenyl)-3-cyclopropylpropionic acid